FC(CC1=C(NC2=CC=C(C=C12)C1CCN(CC1)C(C)C)C=1C=CC=2N(C1)C=CN2)F 6-(3-(2,2-difluoroethyl)-5-(1-isopropylpiperidin-4-yl)-1H-indol-2-yl)imidazo[1,2-a]pyridine